3-acetylthiazole C(C)(=O)N1CSC=C1